benzyl (4-(1,3-dioxolan-2-yl)-3-methoxyphenethyl)(methyl)carbamate O1C(OCC1)C1=C(C=C(CCN(C(OCC2=CC=CC=C2)=O)C)C=C1)OC